N-(1,1'-biphenyl-4-yl)-N-(9,9-dimethyl-9H-fluoren-4-yl)benzo[b]naphtho[1,2-d]furan-6-amine C1(=CC=C(C=C1)N(C1=CC=2C=CC=CC2C=2C3=C(OC21)C=CC=C3)C3=CC=CC=2C(C1=CC=CC=C1C32)(C)C)C3=CC=CC=C3